tert-Butyl 2-(3-acetyl-5-(2-fluoropyrazolo[1,5-a]pyrimidin-6-yl)-1H-indazol-1-yl)acetate C(C)(=O)C1=NN(C2=CC=C(C=C12)C=1C=NC=2N(C1)N=C(C2)F)CC(=O)OC(C)(C)C